C(C)(C)(C)OC(=O)N(C(OC(C)(C)C)=O)C1=NC=CC(=C1F)CC1=C(C(=CC=C1)[N+](=O)[O-])C tert-butyl N-tert-butoxycarbonyl-N-[3-fluoro-4-[(2-methyl-3-nitro-phenyl)methyl]-2-pyridyl]carbamate